N-[4-[(6,7-dimethoxy-1,5-naphthyridin-4-yl)oxy]phenyl]-7-(4-methylthiophen-2-yl)-8-oxo-3,4-dihydro-1H-pyrido[2,1-c][1,4]oxazine-9-carboxamide COC=1N=C2C(=CC=NC2=CC1OC)OC1=CC=C(C=C1)NC(=O)C=1C(C(=CN2C1COCC2)C=2SC=C(C2)C)=O